C1(CCC1)[C@H](C(=O)NC1(CC1)C1=CC=C(C(=O)O)C=C1)OCC1=CC(=CC=C1)OC(F)F |r| racemic-4-(1-(2-cyclobutyl-2-((3-(difluoromethoxy)benzyl)oxy)acetamido)cyclopropyl)benzoic acid